7-bromo-6-fluoroindole-2,3-dione BrC=1C(=CC=C2C(C(NC12)=O)=O)F